CC1(C(C2CN(CC12)S(=O)(=O)C1=CC=C(C)C=C1)O)C 7,7-dimethyl-3-tosyl-3-azabicyclo[3.2.0]heptan-6-ol